Methyl 3-(3-(((4-methoxyphenyl)thiocarbamoyl) oxy)azetidin-1-yl)-2-(1H-pyrrol-1-yl)benzoate COC1=CC=C(C=C1)NC(=S)OC1CN(C1)C=1C(=C(C(=O)OC)C=CC1)N1C=CC=C1